NC1=C(C=C(C=N1)C=1C(=NN(C1)CCN1CCN(CC1)CC1CCN(CC1)C=1C=C2CN(C(C2=CC1)=O)C1C(NC(CC1)=O)=O)C)O[C@H](C)C1=CC(=CC=C1)F 3-(5-(4-((4-(2-(4-(6-amino-5-((R)-1-(3-fluorophenyl)ethoxy)pyridin-3-yl)-3-methyl-1H-pyrazol-1-yl)ethyl)piperazin-1-yl)methyl)piperidin-1-yl)-1-oxoisoindolin-2-yl)piperidine-2,6-dione